C(C)(C)(C)OC(=O)N1C[C@@H](CC1)C(NC1=NN(C2=CC=C(C=C12)C1=C(C=CC=C1Cl)Cl)C(C1=CC=CC=C1)(C1=CC=CC=C1)C1=CC=CC=C1)=O (3R)-3-{[5-(2,6-dichlorophenyl)-1-trityl-1H-indazol-3-yl]carbamoyl}pyrrolidine-1-carboxylic acid tert-butyl ester